C(C)C1=NN=C(O1)C=1C=C2CC[C@H](C2=CC1)NC(=O)C1=CN=C2N1C=C(C=N2)C (R)-N-(5-(5-ethyl-1,3,4-oxadiazol-2-yl)-2,3-dihydro-1H-inden-1-yl)-6-methylimidazo[1,2-a]pyrimidine-3-carboxamide